COC(C)C1=C2CCN(C2=CC=C1)C(=O)OC(C)(C)C tert-butyl 4-(1-methoxy ethyl)indoline-1-carboxylate